CN1CCC(CC1)N1N=NC(=C1)[C@@]12CN(C[C@]2(C1)C(F)(F)F)C1=C2C=CC=NC2=C(C=C1)C#N 5-((1S,5R)-1-(1-(1-methylpiperidin-4-yl)-1H-1,2,3-triazol-4-yl)-5-(trifluoromethyl)-3-azabicyclo[3.1.0]hexan-3-yl)quinoline-8-carbonitrile